(S)-tert-Butyl (1-(3-(1-(4-fluorophenyl)-1H-pyrazol-4-yl)phenyl)ethyl)carbamate FC1=CC=C(C=C1)N1N=CC(=C1)C=1C=C(C=CC1)[C@H](C)NC(OC(C)(C)C)=O